NC1=C2N=CN(C2=NC=N1)[C@H]1C=C[C@H](C1)OCP(OCC)(OCC)=O diethyl ((((1S,4R)-4-(6-amino-9H-purin-9-yl)cyclopent-2-en-1-yl)oxy)methyl)phosphonate